(phenyl)[(phenyl)(biphenylyl)triazinylphenyl]dibenzofuran C1(=CC=CC=C1)C1=C(C2=C(OC3=C2C=CC=C3)C=C1)C1=C(C(=C(C=C1)C1=CC=CC=C1)C1=C(C=CC=C1)C1=CC=CC=C1)C1=NN=NC=C1